CC1(OCCN(C1)CC1=CC=C(C=C1)C=1C=C(C(NC1C(F)(F)F)=O)C(=O)N)C 5-(4-((2,2-Dimethylmorpholino)methyl)phenyl)-2-oxo-6-(trifluoromethyl)-1,2-dihydropyridine-3-carboxamide